ClC1=C(C=C(C=C1)C1=NNC=2N=CN(C(C21)=O)CC(=O)N2CC(C2)(F)F)C(F)(F)F 3-(4-Chloro-3-trifluoromethyl-phenyl)-5-[2-(3,3-difluoro-azetidin-1-yl)-2-oxo-ethyl]-1,5-dihydro-pyrazolo[3,4-d]pyrimidin-4-one